O.Cl.N1CCC(CC1)=O 4-Piperidone hydrochloride hydrate